tert-butyl (2R,5S)-4-[7-bromo-2-chloro-6-(trifluoromethyl)quinazolin-4-yl]-2,5-dimethyl-piperazine-1-carboxylate BrC1=C(C=C2C(=NC(=NC2=C1)Cl)N1C[C@H](N(C[C@@H]1C)C(=O)OC(C)(C)C)C)C(F)(F)F